Cl.N[C@@H]1CN(C[C@@H](C1)O)C1=C2C(=C(NC2=C(C=C1F)C(=O)N)C)C 4-((3S,5R)-3-amino-5-hydroxypiperidin-1-yl)-5-fluoro-2,3-dimethyl-1H-indole-7-carboxamide hydrochloride